C(C)O[C@@H]1C[C@H](N(CC1)CC1=C2C=CNC2=C(C=C1OC)C)C1=CC=C(C(=O)N[C@@H](CS)C(=O)O)C=C1 (4-((2S,4S)-4-ethoxy-1-((5-methoxy-7-methyl-1H-indol-4-yl)methyl)piperidin-2-yl)benzoyl)cysteine